6-chloro-N-[4-[4-[[2-(4-chlorophenyl)-4,4-dimethylcyclohexen-1-yl]methyl]piperazin-1-yl]phenyl]sulfonyl-5-nitropyridine-2-carboxamide ClC1=C(C=CC(=N1)C(=O)NS(=O)(=O)C1=CC=C(C=C1)N1CCN(CC1)CC1=C(CC(CC1)(C)C)C1=CC=C(C=C1)Cl)[N+](=O)[O-]